C(C1=CC=CC=C1)N1N=NC(=C1)COC1=CC(=C(C=C1)C(\C=C\C1=CC=C(C=C1)Cl)=O)O (E)-1-[4-[(1-Benzyltriazol-4-yl)methoxy]-2-hydroxyphenyl]-3-(4-chlorophenyl)prop-2-en-1-one